4-(4-chloromethyl-phenyl)-oxan ClCC1=CC=C(C=C1)C1CCOCC1